FC(C1CC2(NC(C1)C2)C(=O)O)(F)F cis-3-(trifluoromethyl)-6-azabicyclo[3.1.1]heptane-1-carboxylic acid